ClC=1C=C(C=CC1)C#C\C=C/1\C(CN(CC1)C(=O)C1=CC(=NN1C)OC)(C)C {(4E)-4-[3-(3-chlorophenyl)prop-2-yn-1-ylidene]-3,3-dimethylpiperidin-1-yl}(3-methoxy-1-methyl-1H-pyrazol-5-yl)methanone